C(#N)[C@H]1[C@@H](COCC1)C1=C(C=CC(=C1)C)S(=O)(=O)N (trans)-(4-cyanotetrahydro-2H-pyran-3-yl)-4-methylbenzenesulfonamide